2-amino-5-bromo-3-(N,N-dimethylsulfamoyl)benzoic acid NC1=C(C(=O)O)C=C(C=C1S(N(C)C)(=O)=O)Br